4-(4-chlorophenyl)-2-trifluoromethyl-3-oxazoline ClC1=CC=C(C=C1)C1=NC(OC1)C(F)(F)F